Ethyl (4-(4-(2-chloro-3-(6-methoxy-5-((7-oxo-2,6-diazaspiro[3.4]octan-2-yl)methyl)pyridin-2-yl)phenyl)-1H-indazol-1-yl)-2,6-dimethoxybenzyl)-L-threoninate ClC1=C(C=CC=C1C1=NC(=C(C=C1)CN1CC2(C1)CNC(C2)=O)OC)C2=C1C=NN(C1=CC=C2)C2=CC(=C(CN[C@@H]([C@H](O)C)C(=O)OCC)C(=C2)OC)OC